3-(methylcarbamoyl)-1H-pyrazole-5-carboxylate CNC(=O)C1=NNC(=C1)C(=O)[O-]